2-[4-(benzyl-methyl-amino)-phenoxy]-pyrido[3,4-d]pyrimidin-4-ol C(C1=CC=CC=C1)N(C1=CC=C(OC=2N=C(C3=C(N2)C=NC=C3)O)C=C1)C